2-amino-3-(2,3-dibromopyridin-4-yl)propanoic acid NC(C(=O)O)CC1=C(C(=NC=C1)Br)Br